[2,7]Naphthyridine-1,6-diamine C1(=NC=CC2=CC(=NC=C12)N)N